NCC 1-Aminoethan